acryloxymethyl-triisopropoxysilane C(C=C)(=O)OC[Si](OC(C)C)(OC(C)C)OC(C)C